(1-(2,4-dimethyl-5-(5-morpholino-4H-1,2,4-triazol-3-yl)benzoyl)piperidin-4-yl)benzonitrile CC1=C(C(=O)N2CCC(CC2)C2=C(C#N)C=CC=C2)C=C(C(=C1)C)C1=NN=C(N1)N1CCOCC1